3-Chloro-5-[6-(Pyridin-2-Yl)Pyrimidin-4-Yl]Benzonitrile ClC=1C=C(C#N)C=C(C1)C1=NC=NC(=C1)C1=NC=CC=C1